[I].CC1SC2=C(N1CC1=CC=CC=C1)C=CC=C2 2-methyl-3-(benzyl)benzothiazole iodine salt